C(C)(C)(C)OC(CCC(=O)N1CCOCC1)=O 4-morpholino-4-oxobutanoic acid tert-butyl ester